tert-butyl 7-cyano-6-(2-methoxy-2-oxoethyl)-3,4-dihydro-1H-isoquinoline-2-carboxylate C(#N)C1=C(C=C2CCN(CC2=C1)C(=O)OC(C)(C)C)CC(=O)OC